[1,4]diazepin-3-one N1=CC(N=CC=C1)=O